azanorbornane N12CCC(CC1)C2